9,9-dimethyl-5,8,9,10-tetrahydro-6H-pyrido[2,3-e]Pyrimido[1,2-c]Pyrimidin-6-one CC1(CN=C2N(C(NC3=C2N=CC=C3)=O)C1)C